4-[(2,2-dimethyl-4,6-dioxo-1,3-dioxan-5-ylidene)methylamino]-2-fluoro-benzoic acid methyl ester COC(C1=C(C=C(C=C1)NC=C1C(OC(OC1=O)(C)C)=O)F)=O